Benzene-d1 [2H]C1=CC=CC=C1